The molecule is the monophosphate ester obtained by condensation of phosphoric acid with the primary hydroxy group of pyridoxal. It has a role as a coenzyme, a human metabolite, an Escherichia coli metabolite, a Saccharomyces cerevisiae metabolite, a mouse metabolite, an EC 2.7.7.7 (DNA-directed DNA polymerase) inhibitor and a cofactor. It is a vitamin B6 phosphate, a member of methylpyridines, a monohydroxypyridine and a pyridinecarbaldehyde. It derives from a pyridoxal. It is a conjugate acid of a pyridoxal 5'-phosphate(2-). CC1=NC=C(C(=C1O)C=O)COP(=O)(O)O